tert-butyl 4-[4-(2,4-dioxohexahydropyrimidin-1-yl)-8-isoquinolyl]piperazine-1-carboxylate O=C1N(CCC(N1)=O)C1=CN=CC2=C(C=CC=C12)N1CCN(CC1)C(=O)OC(C)(C)C